C1=CC=CC=2C3=CC=CC=C3N(C12)C1=CC=C(C=C1)C1=CC=C(C=C1)N1C2=CC=CC=C2C=2C=CC=CC12 di(N-carbazolyl)biphenyl